p-Diacetylbenzol C(C)(=O)C1=CC=C(C=C1)C(C)=O